(R)-1-(7-chloro-4-((1-(3-(1,1-difluoro-2-hydroxy-2-methylpropyl)-2-fluorophenyl)ethyl)amino)-2-methylpyrido[2,3-d]pyrimidin-6-yl)cyclopropane-1-carbonitrile ClC=1C(=CC2=C(N=C(N=C2N[C@H](C)C2=C(C(=CC=C2)C(C(C)(C)O)(F)F)F)C)N1)C1(CC1)C#N